allyl-TMS(allyl-trimethoxysilane) C(C=C)C[Si](C)(C)CO[Si](OC)(OC)CC=C